tert-butyl (S)-3-(2-((7-chloro-2-(ethylthio)-8-fluoro-4-oxo-3,4-dihydropyrido[4,3-d]pyrimidin-5-yl)oxy)ethyl)piperazine-1-carboxylate ClC1=C(C=2N=C(NC(C2C(=N1)OCC[C@H]1CN(CCN1)C(=O)OC(C)(C)C)=O)SCC)F